ethyl-6-methyl-8-[1-methyl-5-(trifluoromethyl)pyrazol-3-yl]-1,4-dithia-6-azaspiro[4.4]nonane-9-carboxylate C(C)OC(=O)C1C(CN(C12SCCS2)C)C2=NN(C(=C2)C(F)(F)F)C